OC1=CC=C2C[C@@H](NCC2=C1)C(=O)N[C@@H](C(C)C)CO (3R)-7-hydroxy-N-[(1S)-1-(hydroxymethyl)-2-methylpropyl]-1,2,3,4-tetrahydroisoquinoline-3-carboxamide